5-(1-isopropyl-1H-benzo[d][1,2,3]triazol-5-yl)-3-(3-methylpyridin-2-yl)-1,2,4-oxadiazole C(C)(C)N1N=NC2=C1C=CC(=C2)C2=NC(=NO2)C2=NC=CC=C2C